ClC=1C2=C(N=CN1)N(C=C2)[C@@H]2O[C@@H]([C@@]1([C@H]2OC(O1)(C)C)C)[C@H](O)C1=CC=C(C=C1)Cl (R)-((3aR,4R,6R,6aR)-6-(4-chloro-7H-pyrrolo[2,3-d]pyrimidin-7-yl)-2,2,3a-trimethyltetrahydrofuro[3,4-d][1,3]dioxol-4-yl)(4-chlorophenyl)methanol